N-(2-(((cis-4-(2,3,6-trifluorophenyl)cyclohexyl)oxy)methyl)pyridin-3-yl)methanesulfonamide FC1=C(C(=CC=C1F)F)[C@H]1CC[C@H](CC1)OCC1=NC=CC=C1NS(=O)(=O)C